OC1(CC1)COC1NCC2=CC=CC=C12 3-[(1-hydroxycyclopropyl)methoxy]-2,3-dihydro-1H-isoindol